1-Methyl-3-(6-(((1S,3S)-3-((5-methylpyrazin-2-yl)amino)cyclopentyl)amino)pyridin-3-yl)-2-oxo-2,3-dihydro-1H-benzo[d]imidazole-5-carbonitrile CN1C(N(C2=C1C=CC(=C2)C#N)C=2C=NC(=CC2)N[C@@H]2C[C@H](CC2)NC2=NC=C(N=C2)C)=O